C(C)(C)(C)OC(=O)N1C2(CC(C1)(C2)CO)C(=O)O 2-(tert-Butoxycarbonyl)-4-hydroxymethyl-2-azabicyclo[2.1.1]hexane-1-carboxylic acid